FC(C(=O)N1[C@H]2CC(C[C@@H]1CCC2)O)(F)C=2C=C(C(=O)NC1=CC(=C(C=C1)F)C)C=CC2F 3-(1,1-difluoro-2-((1R,3s,5S)-3-hydroxy-9-azabicyclo[3.3.1]nonan-9-yl)-2-oxoethyl)-4-fluoro-N-(4-fluoro-3-methylphenyl)benzamide